Nitrilotriacetic acid, trisodium salt [Na+].[Na+].[Na+].N(CC(=O)[O-])(CC(=O)[O-])CC(=O)[O-]